6-chloro-2-methoxy-4-methylpyridine-3-carboxylic acid ClC1=CC(=C(C(=N1)OC)C(=O)O)C